ClC1=C(C=CC=C1C1=NC=CC(=C1C)C1=NC(=C(C=C1)CNCC1NC(CC1)=O)OC)NC1=NC=CC(=C1F)CN1CCC(CC1)C(=O)O 1-((2-((2-chloro-3-(6-methoxy-3'-methyl-5-((((5-oxopyrrolidin-2-yl)methyl)amino)methyl)-[2,4'-bipyridin]-2'-yl)phenyl)amino)-3-fluoropyridin-4-yl)methyl)piperidine-4-carboxylic acid